ClC1=C(C(=O)O)C=CC(=C1)NC(=O)C1=CC=C2CCN(C2=C1)S(=O)(=O)C1=C(C=CC(=C1)Cl)OC 2-Chloro-4-{[1-(5-chloro-2-methoxy-benzenesulfonyl)-2,3-dihydro-1H-indole-6-carbonyl]-amino}-benzoic acid